trans-dichloro(triphenylphosphine) palladium (II) [Pd+2].ClC=1C(=C(C=CC1)P(C1=CC=CC=C1)C1=CC=CC=C1)Cl